FC(C=1C(=C(C=CC1)[C@@H](C)NC1=NC(=NC2=CC(=C(C=C12)OC)C=1CCOCC1)C)F)F (R)-N-(1-(3-(difluoromethyl)-2-fluorophenyl)ethyl)-7-(3,6-dihydro-2H-pyran-4-yl)-6-methoxy-2-methylquinazolin-4-amine